[1,5]Diazocine-3-carboxylic acid methyl ester COC(=O)C=1C=NC=CC=NC1